(S or R)-4-(6-chloro-2-(3-(dimethylamino)azetidin-1-yl)-8-fluoro-4-(piperidin-4-yl)quinazolin-7-yl)naphthalen-2-ol ClC=1C=C2C(=NC(=NC2=C(C1C1=CC(=CC2=CC=CC=C12)O)F)N1CC(C1)N(C)C)C1CCNCC1